ClC1=C(C=CC(=C1)C)C1=CC2=C(N(C=N2)CCN(C)C)C(=C1)C(=O)O 5-(2-chloro-4-methylphenyl)-1-(2-(dimethylamino)ethyl)-1H-benzo[d]imidazole-7-carboxylic acid